O=C1NC(CCC1C1=NN(C2=C(C=CC=C12)OCC(=O)NC=1C(=NNC1)C1=CC=CC=C1)C)=O 2-((3-(2,6-Dioxopiperidin-3-yl)-1-methyl-1H-indazol-7-yl)oxy)-N-(3-phenyl-1H-pyrazol-4-yl)acetamide